[Si](C)(C)(C(C)(C)C)O[C@H](C[C@H](C(C)C)N(C([C@H]([C@H](CC)C)NC(=O)[C@@H]1N(CCCC1)C)=O)CCCCCC)C=1SC=C(N1)C(=O)O 2-[(1R,3R)-1-[(tert-Butyldimethylsilyl)oxy]-3-[(2S,3S)-N-hexyl-3-methyl-2-{[(2R)-1-methylpiperidin-2-yl]formamido}pentanamido]-4-methylpentyl]-1,3-thiazole-4-carboxylic acid